Tricyclo[5.2.1.02,6]deca-3,8-dien C12C3C=CCC3C(C=C1)C2